NC1=C(C(=NN1C(CC(F)(F)F)C)C1=CC=C(C=C1)C(C(=O)NC1=CC(=NO1)CC(C)(C)C)C)C(=O)N 5-Amino-3-[4-[2-[[3-(2,2-dimethylpropyl)isoxazol-5-yl]amino]-1-methyl-2-oxo-ethyl]phenyl]-1-[3,3,3-trifluoro-1-methyl-propyl]pyrazole-4-carboxamide